C1(CC1)C(=O)NC1=NC=C(C(=O)N)C(=C1)NC1=C(C(=CC=C1)C=1C=NN(C1)C1C2(CC2)CCC1)OC 6-(cyclopropanecarboxamido)-4-((2-methoxy-3-(1-(spiro[2.4]heptan-4-yl)-1H-pyrazol-4-yl)phenyl)amino)nicotinamide